2,2,4,4-tetra(aziridin-1-yl)-6,6-di(piperidin-1-yl)-1,3,5,2λ5,4λ5,6λ5-triazatriphosphinine N1(CC1)P1(=NP(=NP(=N1)(N1CC1)N1CC1)(N1CCCCC1)N1CCCCC1)N1CC1